C(C)(C)(C)OC(N(C([2H])([2H])[2H])C=1C=C(C=C2C(=C(NC12)N)C#N)F)=O (2-amino-3-cyano-5-fluoro-1H-indol-7-yl)(methyl-d3)carbamic acid tert-butyl ester